ClC=1C(=C(C(=CC1)C(F)F)C1=CN=CC(=N1)C(=O)NC=1C=NN(C1)C(C)C=1C=NC(=NC1)N1CC=2C=NC=CC2C1)F 6-(3-Chloro-6-(difluoromethyl)-2-fluorophenyl)-N-(1-(1-(2-(1,3-dihydro-2H-pyrrolo[3,4-c]pyridin-2-yl)pyrimidin-5-yl)ethyl)-1H-pyrazol-4-yl)pyrazine-2-carboxamide